C1(CC1)C1=C(C(=C2C(=N1)CCC2)NC(=O)N=[S@@](=O)(N)C=2SC=C(C2)C(C)(C)O)C2CC2 (S)-N'-((2,3-dicyclopropyl-6,7-dihydro-5H-cyclopenta[b]pyridin-4-yl)carbamoyl)-4-(2-hydroxypropan-2-yl)thiophene-2-sulfonimidamide